C(C)(C)(C)OC(=O)NCC=1C=2N(C=C(N1)NC(=O)C1=CC=C(C3=CN(N=C13)C)N1CCC(CC1)N(C(OC(C)(C)C)=O)C1CC1)C=C(N2)C tert-butyl N-[1-[7-[[8-[(tert-butoxycarbonylamino)methyl]-2-methyl-imidazo[1,2-a]pyrazin-6-yl]carbamoyl]-2-methyl-indazol-4-yl]-4-piperidyl]-N-cyclopropyl-carbamate